N1=CC=C(C2=CC=CC=C12)N1CCN(CC1)C(=O)[C@H]1CN(CC1)S(=O)(=O)C1=CC=C(C=C1)NC(C)=O (R)-N-(4-((3-(4-(quinolin-4-yl)piperazine-1-carbonyl)pyrrolidin-1-yl)sulfonyl)phenyl)acetamide